[Cl-].C[N+](CC(C)O)(CC=C)CC=C N-methyl-N-(2-hydroxypropyl)-diallyl-ammonium chloride